vanillin semicarbazone C(C1=CC(OC)=C(O)C=C1)=NNC(=O)N